4-((methylpiperazin-1-yl)methyl)benzoic acid CC1N(CCNC1)CC1=CC=C(C(=O)O)C=C1